1-sulfo-1,2-cyclohexanedicarboxylic acid S(=O)(=O)(O)C1(C(CCCC1)C(=O)O)C(=O)O